1-(2-((2-(methoxycarbonyl)-4-methylthiophen-3-yl)amino)-2-oxoethyl)-4,4-dimethyl-1-(2-((4-methyl-2-(methylcarbamoyl)thiophen-3-yl)amino)-2-oxoethyl)piperidin-1-ium COC(=O)C=1SC=C(C1NC(C[N+]1(CCC(CC1)(C)C)CC(=O)NC1=C(SC=C1C)C(NC)=O)=O)C